R-1-imidazolecarboxylate N1(C=NC=C1)C(=O)[O-]